[NH4+].[Si](F)(F)(F)F silicon fluoride ammonium salt